tert-butyl N-[2-[(5-methylsulfanylbenzofuran-2-carbonyl)amino]-4-(2-thienyl)phenyl]carbamate CSC=1C=CC2=C(C=C(O2)C(=O)NC2=C(C=CC(=C2)C=2SC=CC2)NC(OC(C)(C)C)=O)C1